C(CCC)C1=C(C(=NN1CC(C)C)CC(C)C)O Butyl-1,3-diisobutyl-4-hydroxy-pyrazol